C1(=CC=CC=C1)C(C1=CC=CC=C1)=NC1=C2C=CC(NC2=CC=N1)=O 5-((diphenylmethylene)amino)-1,6-naphthyridin-2(1H)-one